N-(4-benzyl-phenyl)-2-chloroacetamide C(C1=CC=CC=C1)C1=CC=C(C=C1)NC(CCl)=O